2,3,4,5-hexanetetraol CC(C(C(C(C)O)O)O)O